O1COC2=C1C=CC(=C2)C=O benzo[d][1,3]dioxolan-5-carbaldehyde